methyl 5-methoxy-3-[(1-methyl-2,2-dioxo-3H-2,1-benzothiazol-5-yl)amino]-6-(3-methylimidazo[4,5-c]pyridin-7-yl)pyrazine-2-carboxylate COC=1N=C(C(=NC1C=1C2=C(C=NC1)N(C=N2)C)C(=O)OC)NC=2C=CC1=C(CS(N1C)(=O)=O)C2